Cl.CN(C1CCNCC1)C N,N-dimethylpiperidine-4-amine hydrochloride